COC1=C(C=C2C(N=CNC2=C1)=O)C 7-methoxy-6-methylquinazolin-4(1H)-one